N-tert-butyl-1-(3,5-dichlorophenyl)-8-(1-(2-hydroxyethyl)-1H-pyrazol-4-yl)-7-methoxy-N-methyl-1,4-dihydrochromeno[4,3-c]pyrazole-3-carboxamide C(C)(C)(C)N(C(=O)C=1C2=C(N(N1)C1=CC(=CC(=C1)Cl)Cl)C=1C=C(C(=CC1OC2)OC)C=2C=NN(C2)CCO)C